tert-Butyl 4-[3-(2-methoxy-2-oxo-ethyl)-5-methyl-pyrazol-1-yl]piperidine-1-carboxylate COC(CC1=NN(C(=C1)C)C1CCN(CC1)C(=O)OC(C)(C)C)=O